(3R,6S,9aS)-3,6-diisobutyl-8-(1-methylpiperidin-4-yl)-1-((E)-3-(6-oxo-1,6-dihydropyridin-2-yl)acryloyl)tetrahydropyrazino[2,1-c][1,2,4]oxadiazine-4,7(3H,6H)-dione C(C(C)C)[C@@H]1C(N2[C@@H](N(O1)C(\C=C\C=1NC(C=CC1)=O)=O)CN(C([C@@H]2CC(C)C)=O)C2CCN(CC2)C)=O